2-(2-(5-(3,5-difluorobenzyl)-1H-indazol-3-yl)vinyl)quinoline FC=1C=C(CC=2C=C3C(=NNC3=CC2)C=CC2=NC3=CC=CC=C3C=C2)C=C(C1)F